CN1N=NC2=C1C=CC(=C2C)[C@H](CC(=O)OCC)C2=CC(=C(C=C2)C)CN2C[C@](OC1=C(C2)N=C(C=C1)O)(C)CC Ethyl (R)-3-(1,4-dimethyl-1H-benzo[d][1,2,3]triazol-5-yl)-3-(3-(((S)-2-ethyl-7-hydroxy-2-methyl-2,3-dihydropyrido[2,3-f][1,4]oxazepin-4(5H)-yl)methyl)-4-methylphenyl)propanoate